heptadecan-9-yl 8-{[3-(methylsulfamoyl)propyl][8-oxo-8-(undecan-3-yloxy)octyl]amino}octanoate CNS(=O)(=O)CCCN(CCCCCCCC(=O)OC(CCCCCCCC)CCCCCCCC)CCCCCCCC(OC(CC)CCCCCCCC)=O